2-(3-(8-amino-6-(1-methyl-1H-pyrazol-4-yl)imidazo[1,2-a]pyrazin-3-yl)-4-methylphenyl)-1,1-difluoropropan-2-ol NC=1C=2N(C=C(N1)C=1C=NN(C1)C)C(=CN2)C=2C=C(C=CC2C)C(C(F)F)(C)O